(R*)-4-(4-(3-Amino-6-(2-hydroxyphenyl)pyridazin-4-yl)morpholin-2-yl)-3-methylbenzoic acid NC=1N=NC(=CC1N1C[C@H](OCC1)C1=C(C=C(C(=O)O)C=C1)C)C1=C(C=CC=C1)O |o1:9|